N1C=CC2=CC(=CC=C12)C1=CC=C(C=C1)S(=O)(=O)N1CCC(CC1)NC1=NC=C(C=C1)C(F)(F)F N-(1-((4-(1H-indol-5-yl)phenyl)sulfonyl)piperidin-4-yl)-5-(trifluoromethyl)pyridin-2-amine